CC1=CC=C(C=C1)NNC(=O)C=1C=NC=CC1 N'-(4-methylphenyl)-3-pyridinecarboxylic acid hydrazide